NC1=C(C=CC=C1)C[C@@H](C(N[C@@H]([C@H](CC)C)C(NC)=O)=O)NC(OC(C)(C)C)=O tert-butyl N-[(1S)-2-(2-aminophenyl)-1-{[(1S,2S)-2-methyl-1-(methylcarbamoyl)butyl]carbamoyl}ethyl]carbamate